C1(CCCCC1)C[C@H](C(=O)N1CC2(CCCC2)[C@](CC1)(O)CN1C(C=C(C(=C1)C(=O)N1CCOCC1)C1=CC=CC=C1)=O)C 1-(((S)-7-((R)-3-cyclohexyl-2-methylpropanoyl)-10-hydroxy-7-azaspiro[4.5]decan-10-yl)methyl)-5-(morpholine-4-carbonyl)-4-phenylpyridin-2(1H)-one